tert-butyl 6-ethynyl-3,4-dihydroisoquinolin-2(1H)-carboxylate C(#C)C=1C=C2CCN(CC2=CC1)C(=O)OC(C)(C)C